C(C1=CC=CC=C1)(=O)OCC1C[C@H]2N(CCC3=CC(=C(C=C23)OC)OC)C[C@H]1CC(C)C [(3S,11bR)-9,10-dimethoxy-3-(2-methylpropyl)-1H,2H,3H,4H,6H,7H,11bH-pyrido[2,1-a]isoquinolin-2-yl]methyl benzoate